3,4-bis(di-n-propylphosphino)-2-ethylthiophene C(CC)P(C1=C(SC=C1P(CCC)CCC)CC)CCC